4-(5-(3,5-dimethylisoxazol-4-yl)-1-(o-tolyl)-1H-pyrrolo[2,3-b]pyridin-3-yl)-3-(trifluoromethoxy)benzoic acid CC1=NOC(=C1C=1C=C2C(=NC1)N(C=C2C2=C(C=C(C(=O)O)C=C2)OC(F)(F)F)C2=C(C=CC=C2)C)C